C(CCC)C1=NC(=NN1C1=CC=C(C=C1)OC1=CC=CC=C1)C1=CC=C(OCCCN(CC)CC)C=C1 3-(4-(5-butyl-1-(4-phenoxyphenyl)-1H-1,2,4-triazol-3-yl)phenoxy)-N,N-diethylpropane-1-amine